C1(CC1)C1=C(C=C2C(=N1)N=C(S2)N2CCOCC2)NC(=O)C=2N=C(OC2)C=2C=NN(C2)CC(C)O N-(5-cyclopropyl-2-morpholinothiazolo[4,5-b]pyridin-6-yl)-2-(1-(2-hydroxypropyl)-1H-pyrazol-4-yl)oxazole-4-carboxamide